6-methoxy-4-phenylquinolin COC=1C=C2C(=CC=NC2=CC1)C1=CC=CC=C1